FC1(CN(CC1)CC1=CC=CS1)F 5-((3,3-difluoropyrrolidin-1-yl)methyl)thiophen